ClC=1SC=C(N1)CC(=O)OCC1=CC=CC=C1 benzyl 2-(2-chloro-1,3-thiazol-4-yl)acetate